6-(3-cyclopropyl-5-fluoro-1H-indol-7-yl)-5-fluoro-3,11,11-trimethyl-8,9,10,11-tetrahydrofuro[3,2-f][1,2,4]triazolo[4,3-a]quinoxaline C1(CC1)C1=CNC2=C(C=C(C=C12)F)C=1C2=C(C=3NC(C=4N(C3C1F)C(=NN4)C)(C)C)CCO2